tri(2,3-dibromotolyl) phosphate P(=O)(OC1=C(C(=C(C=C1)C)Br)Br)(OC1=C(C(=C(C=C1)C)Br)Br)OC1=C(C(=C(C=C1)C)Br)Br